CCC(CCC(C)C(=O)[O-])C(=O)[O-] heptane-3,6-dicarboxylate